BrC=1C(=CC2=C(N=CO2)C1)C 5-bromo-6-methylbenzo[d]oxazol